FC(C)(F)C1=NC(=CC(=N1)NC1=CC(=NC=C1OC(C([2H])([2H])[2H])([2H])[2H])NC(C)=O)C N-(4-((2-(1,1-difluoroethyl)-6-methylpyrimidin-4-yl)amino)-5-(ethoxy-d5)pyridin-2-yl)acetamide